tert-butyl (2S)-4-(8-chloro-6-fluoro-4-(((S)-1-methylpyrrolidin-2-yl)methoxy)-7-(m-tolyl)-1H-[1,2,3]triazolo[4,5-c]quinolin-1-yl)-2-(cyanomethyl)piperidine-1-carboxylate ClC1=CC=2C3=C(C(=NC2C(=C1C=1C=C(C=CC1)C)F)OC[C@H]1N(CCC1)C)N=NN3C3C[C@H](N(CC3)C(=O)OC(C)(C)C)CC#N